N-ethylsulfonyl-2-[4-[(1-methylbenzimidazol-2-yl)methyl]piperazin-1-yl]benzamide C(C)S(=O)(=O)NC(C1=C(C=CC=C1)N1CCN(CC1)CC1=NC2=C(N1C)C=CC=C2)=O